FC1=C(C=CC=C1[N+](=O)[O-])C=1C(=NN(N1)C([2H])([2H])[2H])CN(C(OC(C)(C)C)=O)C tert-butyl ((5-(2-fluoro-3-nitrophenyl)-2-(methyl-d3)-2H-1,2,3-triazol-4-yl)methyl)(methyl)carbamate